BrC1=CC=C2NC=C(C[C@H](N)C(=O)O)C2=C1 |r| 5-bromo-DL-tryptophan